N-{4-[6-(1-hydroxybutyl)-4-methylpyridin-3-yl]imidazo[1,2-a]1,6-naphthyridin-8-yl}cyclopropanecarboxamide OC(CCC)C1=CC(=C(C=N1)C=1C=2N(C3=CC(=NC=C3C1)NC(=O)C1CC1)C=CN2)C